2-((1R,2S)-2-amino-1-fluorocyclohexyl)-3,5-dichloro-N-(thiophen-2-ylmethyl)thieno[3,2-b]pyridin-7-amine N[C@@H]1[C@@](CCCC1)(F)C1=C(C2=NC(=CC(=C2S1)NCC=1SC=CC1)Cl)Cl